3-chloro-2-iodo-1,3-diphenylprop-2-en-1-one ClC(=C(C(=O)C1=CC=CC=C1)I)C1=CC=CC=C1